COC(C(C(C)C)C1=CC(=NO1)N(C1CCN(CC1)C(=O)OC(C)(C)C)C)=O tert-butyl 4-((5-(1-methoxy-3-methyl-1-oxobutan-2-yl)isoxazol-3-yl)(methyl)amino)piperidine-1-carboxylate